FC1=CC=CC=2C(=N[C@@H](C(NC21)=O)NC(=O)C=2C(=NN1C2N=CC=C1C)C1=C(C=CC=C1)F)C1=CC=CC=C1 N-[(3S)-9-fluoro-2-oxo-5-phenyl-1,3-dihydro-1,4-benzodiazepine-3-Yl]-2-(2-fluorophenyl)-7-methylpyrazolo[1,5-a]pyrimidine-3-carboxamide